C(#N)C1=CNC2=C(C=CC=C12)NS(=O)(=O)C1=CN=C(S1)OCC(C)(C)O N-(3-cyano-1H-indol-7-yl)-2-(2-hydroxy-2-methylpropoxy)thiazole-5-sulfonamide